P(=O)(OC(CO)=O)([O-])[O-] Glycolyl phosphate